1-(4-(2-(azepin-1-yl)ethoxy)benzyl)-2-(4-hydroxyphenyl)-3-methyl-1H-indol-5-ol N1(C=CC=CC=C1)CCOC1=CC=C(CN2C(=C(C3=CC(=CC=C23)O)C)C2=CC=C(C=C2)O)C=C1